BrC1=CC(=C(C=C1)CO)N1C[C@H](CC1)OC1=NC=CC=C1Cl (S)-(4-bromo-2-(3-(3-chloropyridin-2-yloxy)pyrrolidin-1-yl)phenyl)methanol